3-methylpyridine CC=1C=NC=CC1